Tetrakis(2,4-di-tert-butylphenyl)-1,1-biphenyl-4,4'-diylbisphosphonit C(C)(C)(C)C1=C(C=CC(=C1)C(C)(C)C)OP(OC1=C(C=C(C=C1)C(C)(C)C)C(C)(C)C)C1=CC=C(C=C1)C1=CC=C(C=C1)P(OC1=C(C=C(C=C1)C(C)(C)C)C(C)(C)C)OC1=C(C=C(C=C1)C(C)(C)C)C(C)(C)C